ClC=1C=C(C=CC1OCC1=CC(=CC=C1)F)NC1=NC=NC2=CC(=C(C=C12)NC(C=C)=O)C#CC1(COCC1)C N-(4-((3-chloro-4-((3-fluorobenzyl)oxy)phenyl)amino)-7-((3-methyltetrahydrofuran-3-yl)ethynyl)-quinazolin-6-yl)acrylamide